C(C)OC=1C(=NC=CC1)O[C@H]1CN(CCC1)C1=CN=CC(=N1)NC(=O)[C@H]1CN(CCC1)C=1C=C(C=CC1)CC(C(=O)O)(C)C 3-((R)-3-((6-((R)-3-((3-ethoxypyridin-2-yl)oxy)piperidin-1-yl)pyrazin-2-yl)carbamoyl)piperidin-1-yl)phenyl-2,2-dimethylpropanoic acid